furan compound with acetic acid C(C)(=O)O.O1C=CC=C1